C(CCCCCCC)[SiH2]CCCCCBr n-octyl-(5-bromopentyl)silane